1-[2-[5-chloro-3-[4-fluoro-2-(2-methoxyethoxy)phenyl]-6-(1-methylpyrazol-4-yl)-2-pyridinyl]-6,7-dihydro-4H-pyrazolo[1,5-a]pyrazin-5-yl]prop-2-en-1-one ClC=1C=C(C(=NC1C=1C=NN(C1)C)C1=NN2C(CN(CC2)C(C=C)=O)=C1)C1=C(C=C(C=C1)F)OCCOC